COC(=O)C=1N=C(OC1C1=CNC2=CC=CC=C12)[C@H](CC1=CC=CC=C1)NC(=S)NC1=CC=C(C=C1)Br (S)-2-(1-(3-(4-bromophenyl)thioureido)-2-phenylethyl)-5-(1H-indol-3-yl)-oxazole-4-carboxylic acid methyl ester